N-(3-chloro-4-((3,5-dimethylpyridin-2-yl)methoxy)phenyl)-4-(4-fluoro-1-isopropyl-2-methyl-1H-benzimidazol-6-yl)-5-fluoropyrimidin-2-amine ClC=1C=C(C=CC1OCC1=NC=C(C=C1C)C)NC1=NC=C(C(=N1)C=1C=C(C2=C(N(C(=N2)C)C(C)C)C1)F)F